ClC=1C=C(C=C2C(=C(C=NC12)C#N)NCC(C)(C)C)NC([2H])(C=1C(=NC(=CC1)F)F)C=1N=NN(C1)C1CC1 8-chloro-6-(((1-cyclopropyl-1H-1,2,3-triazol-4-yl)(2,6-difluoropyridin-3-yl)methyl-d)amino)-4-(neopentylamino)quinoline-3-carbonitrile